8,8''-dibromo-2,2'',7,7''-tetramethoxy-1,1':8',1''-ternaphthalene BrC=1C(=CC=C2C=CC(=C(C12)C1=CC=CC2=CC=CC(=C12)C1=C(C=CC2=CC=C(C(=C12)Br)OC)OC)OC)OC